FC=1C=C2C(=CNC(C2=CC1F)=O)[C@@H](C)N(C(=O)C1=CC=C2C=CN(C2=C1)C)C (R)-N-(1-(6,7-Difluoro-1-oxo-1,2-dihydroisoquinolin-4-yl)ethyl)-N,1-dimethyl-1H-indole-6-carboxamide